C1=CC=CC=2C3=CC=CC=C3CC12.[N].[B].[B] diboron nitrogen fluorene